OC1=CC2=C(C=CCO2)C=C1 7-hydroxybenzopyran